O=C1NC(CCC1N1C(N(C2=C1C=CC(=C2)N2CCC(CC2)OCC(=O)O)C)=O)=O 2-[[1-[1-(2,6-dioxo-3-piperidyl)-3-methyl-2-oxo-benzimidazol-5-yl]-4-piperidyl]oxy]acetic acid